4,5-bis(methyl-d3)-2-(naphtho[2,3-b]benzofuran-4-yl)pyridine C(C1=CC(=NC=C1C([2H])([2H])[2H])C1=CC=CC=2C3=C(OC21)C=C2C=CC=CC2=C3)([2H])([2H])[2H]